C(C)(=O)C1C(C(O)=O)(O)O[C@H]([C@@H]([C@H]1O)NC(CO)=O)[C@H](O)[C@H](OC)CO Acetyl-5-N-glycolyl-8-O-methyl-neuraminic acid